2-carbamoyl-4-((2R,3R,4R,5S)-3-(2-(difluoromethoxy)-3,4-difluorophenyl)-4,5-dimethyl-5-(trifluoromethyl)tetrahydrofuran-2-carboxamido)pyridine 1-oxide C(N)(=O)C1=[N+](C=CC(=C1)NC(=O)[C@@H]1O[C@@]([C@@H]([C@@H]1C1=C(C(=C(C=C1)F)F)OC(F)F)C)(C(F)(F)F)C)[O-]